C(C1=CC=CC=C1)OC1=C(C(=CC=C1)C)C1=CC(=C(C(=C1)C)F)[C@H](CC(=O)OCC)NC(=O)OC(C)(C)C Ethyl (S)-3-(2'-(benzyloxy)-4-fluoro-5,6'-dimethyl-[1,1'-biphenyl]-3-yl)-3-((tert-butoxycarbonyl)amino)propanoate